(2-(4-aminopiperidin-1-yl) ethyl) diethyl phosphate P(=O)(OCCN1CCC(CC1)N)(OCC)OCC